ClC1=NC2=CC(=CC=C2C(=C1F)C1=C2C=NN(C2=CC=C1C)C1OCCCC1)OC 2-chloro-3-fluoro-7-methoxy-4-(5-methyl-1-(tetrahydro-2H-pyran-2-yl)-1H-indazol-4-yl)quinoline